(S)-2-((2-Methyl-1-((S)-1-(methylsulfonyl)piperidin-3-yl)propan-2-yl)-amino)-1-(6-(trifluoromethyl)pyridin-2-yl)ethan-1-ol dihydrochloride Cl.Cl.CC(C[C@H]1CN(CCC1)S(=O)(=O)C)(C)NC[C@H](O)C1=NC(=CC=C1)C(F)(F)F